C(CCCCCCCCCCCCC)(=O)O.C(CCCCCCCCCCCCC)(=O)O.OCC(O)CO.OCC(O)CO Diglycerol dimyristate